C1(CCCCC1)C(CC(=C(SCC)SCC)C(F)(F)F)=O 1-cyclohexyl-4,4-bis(ethylthio)-3-(trifluoromethyl)but-3-en-1-one